BrCCCCCCCC1=NC=2N(C(N(C(C2N1C)=O)C)=O)C 8-(7-bromoheptyl)-1,3,7-trimethyl-3,7-dihydro-1H-purine-2,6-dione